(R)-1-methylpiperidine CN1CCCCC1